NC1=C(C(=O)O)C=C(C=C1)OCC1=CC=CC=C1 2-amino-5-(benzyloxy)benzoic acid